ClC1=NC=C(C(=N1)C=1C=C(C(N(C1)C(C)C)=O)C)F 5-(2-chloro-5-fluoropyrimidin-4-yl)-1-isopropyl-3-methylpyridin-2(1H)-one